6-(1-ethoxyethoxy)-1,4,5-trimethylcyclohex-1-ene C(C)OC(C)OC1C(C(CC=C1C)C)C